tert-butyl (3R,5R)-4-isobutyryl-3-methyl-5-((4-(pyridin-2-yl)benzyl)carbamoyl)piperazine-1-carboxylate C(C(C)C)(=O)N1[C@@H](CN(C[C@@H]1C(NCC1=CC=C(C=C1)C1=NC=CC=C1)=O)C(=O)OC(C)(C)C)C